2-{3-[(3S)-3-cyclopropylpiperazin-1-yl]-1,2,4-triazin-6-yl}-5-(1-methyl-2,3-dihydro-1H-imidazo[1,2-b]pyrazol-7-yl)phenol dihydrochloride Cl.Cl.C1(CC1)[C@H]1CN(CCN1)C=1N=NC(=CN1)C1=C(C=C(C=C1)C1=C2N(N=C1)CCN2C)O